C[C@H]1[C@@H]([C@H]([C@H]([C@@H](O1)O[C@@H]2[C@@H]([C@H]([C@@H](O[C@H]2O[C@@H]3[C@H]([C@@H](O[C@H]([C@@H]3O)O[C@@H]4[C@H]([C@@H](O[C@@H]([C@H]4O)CO)O)NC(=O)C)C)O)C)O)O)O)O)O The molecule is a polysaccharide derivative comprised of a [2)-alpha-L-Rhap(III)-(1->2)-alpha-L-Rhap(II)-(1->3)-alpha-L-Rhap(I)-(1->3)-beta-D-GlcpNAc-(1->] tetrasaccharide repeat. It has a role as an antigen.